COC=1C=C(C=CC1)C(O)([2H])[2H] (3-methoxyphenyl)methan-d2-ol